O.P(=O)(O)(O)[O-].[Na+] Sodium dihydrogen phosphate, monohydrate